octyl-(isooctyl)triethoxysilane C(CCCCCCC)CCO[Si](OCC)(OCC)CCCCCC(C)C